5-propyl-benzoic acid C(CC)C=1C=CC=C(C(=O)O)C1